N4-(5-amino-2-fluorophenyl)-5-[3,5-difluoro(4-2H)phenyl]-N2-(1-methyl-1H-pyrazol-4-yl)pyrimidine-2,4-diamine NC=1C=CC(=C(C1)NC1=NC(=NC=C1C1=CC(=C(C(=C1)F)[2H])F)NC=1C=NN(C1)C)F